C(C)(C)(C)OC(=O)N1CCC=2C=CC(=NC2C1)Cl.NCCC(C(=O)NC=1C=CC=C2C(=CNC12)C=1C=NNC1)C1=CC=CC=C1 4-amino-2-phenyl-N-[3-(1H-pyrazol-4-yl)-1H-indol-7-yl]butanamide tert-butyl-2-chloro-6,8-dihydro-5H-1,7-naphthyridine-7-carboxylate